N1CCC(CC1)C\C=C/1\CC2[C@H](C[C@H]3[C@@H]4CCC([C@@]4(C)CC[C@@H]3[C@]2(CC1)C)=O)O (E)-3-[2-(piperidin-4-yl)ethylidene]-6alpha-hydroxyandrostan-17-one